C(C1=CC=CC=C1)C1=CN=C2C=C3C(N(C=4C=CC=CC34)CC3=CC(=CC=C3)Cl)=CN21 3-benzyl-6-(3-chlorobenzyl)-6H-imidazo[1',2':1,6]Pyrido[3,4-b]Indole